N-(4-(4-amino-5-(4-((3,3-difluorocyclopentyl)oxy)phenyl)pyrazolo[5,1-f][1,2,4]triazin-6-yl)phenyl)acrylamide NC1=NC=NN2C1=C(C(=N2)C2=CC=C(C=C2)NC(C=C)=O)C2=CC=C(C=C2)OC2CC(CC2)(F)F